C1(CC1)CN[C@H]1C(C(N([C@@H]1C1=CC=CC=C1)C=1C=C2C=CN(C2=CC1)C1=CC=C(C=C1)F)=O)(C)C (4S,5R)-4-((cyclopropylmethyl)amino)-1-(1-(4-fluorophenyl)-1H-indol-5-yl)-3,3-dimethyl-5-phenylpyrrolidin-2-one